BrC=1NC(C=CC1)=C1CCC1 2-bromo-6-(cyclobutylidene)pyridine